3-bromo-5-(trifluoromethyl)pyrazin-2-amine BrC=1C(=NC=C(N1)C(F)(F)F)N